1-(benzo[d][1,2,3]thiadiazol-7-yl)-N-(5-chloro-2-methyl-6-(2H-1,2,3-triazol-2-yl)pyridin-3-yl)-5-(trifluoromethyl)-1H-pyrazole-4-carboxamide S1N=NC2=C1C(=CC=C2)N2N=CC(=C2C(F)(F)F)C(=O)NC=2C(=NC(=C(C2)Cl)N2N=CC=N2)C